C(N)(=O)C1=[N+](C=CC(=C1)NC(=O)[C@H]1O[C@]([C@@H]([C@H]1C1=C(C(=C(C=C1)F)F)OC(F)F)C)(C(F)(F)F)C)[O-] 2-carbamoyl-4-((2S,3S,4R,5R)-3-(2-(difluoromethoxy)-3,4-difluorophenyl)-4,5-dimethyl-5-(trifluoromethyl)tetrahydrofuran-2-carboxamido)pyridine 1-oxide